FC=1C=C2C(=CNC2=C(C1)C1=CC(=C2NC(C=3N(C2=C1F)C(=NN3)C)(C)C)C)C#CC(C)(O)C 4-[5-fluoro-7-(9-fluoro-1,4,4,6-tetramethyl-5H-[1,2,4]triazolo[4,3-a]quinoxalin-8-yl)-1H-indol-3-yl]-2-methyl-but-3-yn-2-ol